N-(1-(4-chlorophenyl)-2,2,2-trifluoroethyl)-N-methyl-[1,2,5]thiadiazolo[3,4-b]pyridine-6-sulfonamide ClC1=CC=C(C=C1)C(C(F)(F)F)N(S(=O)(=O)C1=CC=2C(N=C1)=NSN2)C